C(CC)O[Si]1(O[SiH](O[SiH](O[SiH](O1)C)C)C)C 2-n-propoxy-2,4,6,8-tetramethyl-cyclotetrasiloxane